C(#N)C=1C=C(C=NC1)C(C(=O)NC(C(C1CC1)C1CC1)C=1OC2=C(N1)C=C(C=C2)C(COC)N2C(NC(C2)C(F)(F)F)=O)(F)F 2-(5-cyanopyridin-3-yl)-N-(2,2-dicyclopropyl-1-(5-(2-methoxy-1-(2-oxo-4-(trifluoromethyl)imidazolidin-1-yl)ethyl)benzo[d]oxazol-2-yl)ethyl)-2,2-difluoroacetamide